C(#N)CC1=CC=C(C=C1)NC(=O)C=1C(N(C=CC1)C1=C(C=C(C=C1)F)OCC(F)(F)F)=O N-[4-(cyanomethyl)phenyl]-1-[4-fluoro-2-(2,2,2-trifluoroethoxy)phenyl]-2-oxo-1,2-dihydropyridine-3-carboxamide